COC=1OC(=C(N1)C)COC1OCCCC1 2-methoxy-4-methyl-5-(((tetrahydro-2H-pyran-2-yl)oxy)methyl)oxazole